[2-(Methacryloyloxy)ethyl]trimethylammonium C(C(=C)C)(=O)OCC[N+](C)(C)C